C(C)(=O)NC(CCN1C(N(C2=C1C=C(C=C2)NC2=CC(=NC(=C2C#N)Cl)C(=O)NC)C)=O)(C)C 4-((3-(3-acetamido-3-methylbutyl)-1-methyl-2-oxo-2,3-dihydro-1H-benzo[d]imidazol-5-yl)amino)-6-chloro-5-cyano-N-methylpyridineamide